ClC1=NC=CC(=N1)C(=O)Cl 2-chloropyrimidine-4-carbonyl chloride